2,6-Dimethoxy-3-(5-cyclopropyl-tetrazol-2-yl)-pyrazine COC1=NC(=CN=C1N1N=C(N=N1)C1CC1)OC